C(C)(C)(C)OC(N[C@@H]1C2=CC(=CC=C2CC12CCN(CC2)C2=NC(=C(C(=N2)C#N)Br)C)OC)=O (S)-(1'-(5-bromo-4-cyano-6-methylpyrimidin-2-yl)-5-methoxy-1,3-dihydrospiro[indene-2,4'-piperidin]-3-yl)carbamic acid tert-butyl ester